C(CN(CC(=O)O)CC(=O)O)N(CC(=O)O)CC(=O)O.[K] potassium ethylene-diamine-tetra-acetic acid